FC=1C=C2C(=CNC(C2=CC1F)=O)[C@@H](C)N(C(C1=CC(=C(C=C1)F)F)=O)C (R)-N-(1-(6,7-Difluoro-1-oxo-1,2-dihydroisoquinolin-4-yl)ethyl)-3,4-difluoro-N-methylbenzamide